N1=CC=C(C2=CC=CC=C12)C(=O)NCC(=O)N1C(CCC1)C#N (4-Quinolinoyl)-glycyl-2-cyanopyrrolidine